FC=1C(=C2C(=NC1N(C1=NC(=CC(=C1)NC)C)C)CCO2)C2=CC[C@H](CC2)NC |r| N2-[6-fluoro-7-[rac-(4S)-4-(methylamino)cyclohexen-1-yl]-2,3-dihydrofuro[3,2-b]pyridin-5-yl]-N2,N4,6-trimethyl-pyridine-2,4-diamine